1-(2,2-dimethyltetrahydro-2H-pyran-4-yl)-2-(3-fluorocyclopentyl)-1H-imidazo[4,5-C]quinoline-8-carbonitrile CC1(OCCC(C1)N1C(=NC=2C=NC=3C=CC(=CC3C21)C#N)C2CC(CC2)F)C